3-(5-amino-6-methylpyridin-2-yl)-6-methoxy-1H-indole-7-carbonitrile NC=1C=CC(=NC1C)C1=CNC2=C(C(=CC=C12)OC)C#N